ClC=1N=C2C(=NC1)NC=C2C2=NC(=CC(=N2)N[C@@H]2[C@H](C1CCC2CC1)C(=O)OCC)N1C=CC=C1 (2S,3S)-ethyl 3-((2-(2-chloro-5H-pyrrolo[2,3-b]pyrazin-7-yl)-6-(1H-pyrrol-1-yl) pyrimidin-4-yl)amino)bicyclo[2.2.2]octane-2-carboxylate